5-Bromo-3-((3,3-difluorocyclobutoxy)methyl)-1-methyl-1H-indazole BrC=1C=C2C(=NN(C2=CC1)C)COC1CC(C1)(F)F